4-(4-(1,1-difluoropropyl)phenyl)butanoic acid FC(CC)(F)C1=CC=C(C=C1)CCCC(=O)O